bis(3-trimethoxysilylpropyl)urea CO[Si](CCCNC(NCCC[Si](OC)(OC)OC)=O)(OC)OC